(S)-4-Chloro-N-(1-(3-hydroxyazetidin-1-yl)-3-methylbutan-2-yl)-N-methylbenzamide ClC1=CC=C(C(=O)N(C)[C@H](CN2CC(C2)O)C(C)C)C=C1